(S)-(+)-3-(benzyloxycarbonyl)-5-oxo-4-oxazolidinepropionic acid C1N([C@H](C(=O)O1)CCC(=O)O)C(=O)OCC2=CC=CC=C2